1-methyl-1H-indole-3-amide CN1C=C(C2=CC=CC=C12)C(=O)N